OC1=CC=C(C=C1)C[C@@H](C(=O)N[C@H](C(=O)N[C@H](C(=O)O)CCC(C)(C)C)CC=1C=NC=CC1)NC(=O)[C@H]1NCCC1 (2S)-2-[(2S)-2-[(2S)-3-(4-hydroxyphenyl)-2-{[(2S)-pyrrolidin-2-yl]formamido}propanamido]-3-(pyridin-3-yl)propanamido]-5,5-dimethylhexanoic acid